FC(OC1=CC=C(C=C1)NN=C(C#N)C#N)(F)F carbonyl cyanide p-trifluoromethoxyphenylhydrazone